CC1(C2C3C4C=CC(=C3C(C1)C2)C4)C(=O)OC 8-methyl-8-methoxycarbonyltetracyclo[4.4.0.12,5.17,10]-3-dodeceneene